E-octadecatrien-1-ol C(=C\C=CC=CCCCCCCCCCCCC)/O